2,3-dihydroimidazole palladium chloride [Pd](Cl)Cl.N1CNC=C1